P(=O)(OC1=CC=C(C=C1)CCCCCCCC)(OC1=CC=C(C=C1)CCCCCCCC)[O-] bis[4-octylphenyl] phosphate